BrC1=C(C=NN(C1=O)C)N[C@@H]1C[C@@H](CN(C1)C)C1=CC=C(C(=O)N2CCC(CC2)OC=2C=C(C=CC2)C2C(NC(CC2)=O)=O)C=C1 3-(3-((1-(4-((3R,5R)-5-((5-bromo-1-methyl-6-oxo-1,6-dihydropyridazin-4-yl)amino)-1-methylpiperidin-3-yl)benzoyl)piperidin-4-yl)oxy)phenyl)piperidine-2,6-dione